3,4-epoxycyclohexylmethyl-3,4-epoxycyclohexanecarboxylic acid bis(3,4-epoxycyclohexylmethyl)adipate C1(CC2C(CC1)O2)COC(CCCCC(=O)OCC2CC1C(CC2)O1)=O.C1(CC2C(CC1)O2)CC2(CC1C(CC2)O1)C(=O)O